ethyl (2E)-3-[1,4-dimethyl-7-(trifluoromethoxy)-1H-benzotriazol-5-yl]prop-2-enoate CN1N=NC2=C1C(=CC(=C2C)/C=C/C(=O)OCC)OC(F)(F)F